9-(4-(1-(aminomethyl)cyclobutyl)phenyl)-8-hydroxy-6-methylthiothieno[3,4-c]quinolin-4(5H)-one hydrochloride Cl.NCC1(CCC1)C1=CC=C(C=C1)C=1C=2C=3C(C(NC2C(=CC1O)SC)=O)=CSC3